COC(=O)C1=NC(=CC(=C1Cl)NC(C)=O)C1=CC(=C(C=C1)[Si](C)(C)C)F 4-acetylamino-3-chloro-6-(3-fluoro-4-(trimethylsilyl)phenyl)-pyridine-2-carboxylic acid methyl ester